C(C)(C)(C)OC(=O)N1C(C(CC1)(C)CO)O[Si](C)(C)C(C)(C)C ((tert-butyldimethylsilyl)oxy)-3-(hydroxymethyl)-3-methylpyrrolidine-1-carboxylic acid tert-butyl ester